ClC1=NC=C(C(=C1)OC(=O)C=1C=NC(=CC1)C)OC 2-chloro-5-methoxy-4-pyridyl-6-methyl-pyridine-3-carboxylate